ethyl 2-(6-((3-bromo-2-methylbenzyl)oxy)-3,4-dihydroquinolin-1(2H)-yl)acetate BrC=1C(=C(COC=2C=C3CCCN(C3=CC2)CC(=O)OCC)C=CC1)C